Ethyl 3-(bicyclo[1.1.1]pentan-1-yl)-4-iodo-1H-pyrazole-5-carboxylate C12(CC(C1)C2)C2=NNC(=C2I)C(=O)OCC